N-(2-(6-oxa-3-azabicyclo[3.1.1]heptan-3-yl)pyrimidin-4-yl)-3-(2-fluoro-4-methoxyphenyl)isoxazol-5-amine C12CN(CC(O1)C2)C2=NC=CC(=N2)NC2=CC(=NO2)C2=C(C=C(C=C2)OC)F